3-(6-(2-chloro-4-fluoro-5-methoxyphenyl)-3-(3-methyl-1H-pyrazolo[3,4-c]pyridin-4-yl)-2,4-dioxo-3,4-dihydrothieno[3,2-d]pyrimidin-1(2H)-yl)propanenitrile ClC1=C(C=C(C(=C1)F)OC)C1=CC=2N(C(N(C(C2S1)=O)C1=C2C(=CN=C1)NN=C2C)=O)CCC#N